2-amino-4-(2-amino-5-bromophenyl)-4-oxobutanoic acid NC(C(=O)O)CC(=O)C1=C(C=CC(=C1)Br)N